O1COC2=C1C=CC(=C2)C([C@H](C)N(C(OC(C)(C)C)=O)C)=O tert-butyl (S)-(1-(benzo[d][1,3]dioxol-5-yl)-1-oxopropan-2-yl)(methyl)carbamate